6-benzyl-3-(3-ethylbenzyl)-2,3,4,6-tetrahydropyrido[3,4-c][1,8]naphthyridine-5(1H)-one C(C1=CC=CC=C1)N1C(C2=C(C=3C=CC=NC13)CCN(C2)CC2=CC(=CC=C2)CC)=O